C=1N=CN2C1C(=NC=C2)N2CCC1(CCN(C1=O)C1=NC=CC(=C1)C(F)(F)F)CC2 8-{imidazo[1,5-a]pyrazin-8-yl}-2-[4-(trifluoromethyl)pyridin-2-yl]-2,8-diazaspiro[4.5]decan-1-one